CC1=CC=C(C=C1)S(=O)(=O)O.FC(C1(CC1)C1=CC=C(C=C1)C1CNC1)(F)F 3-[4-[1-(trifluoromethyl)cyclopropyl]phenyl]azetidine 4-methylbenzenesulfonate